methyl [(1R,5S,6R)-3-{2-[(2S,3R)-3-hydroxy-2-methylazetidin-1-yl]-6-(trifluoromethyl)pyrimidin-4-yl}-3-azabicyclo[3.1.0]hex-6-yl]acetate O[C@H]1[C@@H](N(C1)C1=NC(=CC(=N1)N1C[C@@H]2C([C@@H]2C1)CC(=O)OC)C(F)(F)F)C